2-{1-amino-3-[4-fluoro-2-(trifluoromethyl)phenyl]-3-oxoprop-1-en-1-yl}-1,1-difluoro-6-azaspiro[2.5]octane-6-carboxylic acid tert-butyl ester C(C)(C)(C)OC(=O)N1CCC2(C(C2(F)F)C(=CC(=O)C2=C(C=C(C=C2)F)C(F)(F)F)N)CC1